CCCCCCCCCCCCCC(=O)O[C@H](CCCCCCCCCCC)CC(=O)O[C@@H]1[C@H]([C@@H](O[C@@H]([C@H]1OP(=O)([O-])O[C@@H]2[C@@H]([C@H]([C@H](CO2)[NH3+])O)O)CO)OC[C@@H]3[C@H]([C@@H]([C@H]([C@H](O3)OP(=O)([O-])[O-])NC(=O)C[C@@H](CCCCCCCCCCC)O)OC(=O)C[C@@H](CCCCCCCCCCC)O)O)NC(=O)C[C@@H](CCCCCCCCCCC)OC(=O)CCCCCCCCCCC The molecule is a beta-L-Ara4N-lipid A(2-) that is obtained from E. coli. It derives from a lipid A(4-) (E. coli). It is a conjugate base of a beta-L-Ara4N-lipid A (E. coli).